FC1=C(C(=C(C(=C1F)F)F)F)[B-](C1=C(C(=C(C(=C1F)F)F)F)F)(C1=C(C(=C(C(=C1F)F)F)F)F)C1=C(C(=C(C(=C1F)F)F)F)F.C(C)(C)C1=CC=C(C=C1)[I+]C1=CC=C(C=C1)C (4-isopropylphenyl)-(p-tolyl)iodonium tetrakis(perfluorophenyl)borate